6-((5-((2-azaspiro[3.3]heptan-6-yl)oxy)-1-methyl-3-oxoisoindolin-2-yl)methyl)benzo[d]oxazol-2(3H)-one C1NCC12CC(C2)OC=2C=C1C(N(C(C1=CC2)C)CC2=CC1=C(NC(O1)=O)C=C2)=O